BrC=1C=CC=C2C(=CC=NC12)OCCN1CCOCC1 (2-((8-bromoquinolin-4-yl)oxy)ethyl)morpholine